4-fluorobenzo[d]oxazole-2-thiol FC1=CC=CC2=C1N=C(O2)S